C(N)(OC1=C(C2=CC=CC(=C2C(=C1C(C)(C)C)B1OC(C(O1)(C)C)(C)C)C#C)F)=O tert-butyl(5-ethynyl-1-fluoro-4-(4,4,5,5-tetramethyl-1,3,2-dioxaborolan-2-yl) naphthalen-2-yl) carbamate